FC1=CC=C(C=C1)NC(=O)C1(CC1)C(=O)Cl 1-((4-fluorophenyl)carbamoyl)cyclopropane-1-carbonyl chloride